C1(=CC=CC=C1)C(=O)N1CCC2(C(N3[C@H](O2)CC[C@H]3C=3C=NC=C(C3)F)=O)CC1 (5'S,7a'R)-1-(benzenecarbonyl)-5'-(5-fluoropyridin-3-yl)tetrahydro-3'H-spiro[piperidine-4,2'-pyrrolo[2,1-b][1,3]oxazol]-3'-one